[N+](=O)([O-])C=1C=C(C=CC1)S(=O)(=O)[O-] m-nitro-benzenesulphonate